3-(5-(((1S,2S)-2-(6-azaspiro[3.5]nonan-6-yl)cyclopentyl)oxy)-1-oxoisoindolin-2-yl)piperidine-2,6-dione C1CCC12CN(CCC2)[C@@H]2[C@H](CCC2)OC=2C=C1CN(C(C1=CC2)=O)C2C(NC(CC2)=O)=O